SC(CC(=O)OCC(COC(CC(CC)S)=O)(COCC(COC(CC(CC)S)=O)(COC(CC(CC)S)=O)COC(CC(CC)S)=O)COC(CC(CC)S)=O)CC dipentaerythritol hexakis(3-mercaptovalerate)